(S)-4-(4-chloro-3-(4-(trimethylsilyl)-1H-1,2,3-triazol-1-yl)phenyl)-2,2-dimethyloxazolidine-3-carboxylic acid tert-butyl ester C(C)(C)(C)OC(=O)N1C(OC[C@@H]1C1=CC(=C(C=C1)Cl)N1N=NC(=C1)[Si](C)(C)C)(C)C